C(C)(C)(C)C1=CC=2C=3C=C(C=C4C=C(C=C(C5=CC(=CC(=C1)C52)C(C)(C)C)C43)C(C)(C)C)C(C)(C)C 2,5,8,11-tetra(t-butyl)perylene